Cl.ClC1=CC(=CC=2C3=CC=CC=C3C(NC12)=O)OC 4-chloro-2-methoxy-6(5H)-phenanthridinone hydrochloride